zinc oxide lanthanum [La+3].[O-2].[Zn+2]